ClC1=C(C=C(C=C1)N1CCOCC1)[C@@H]1COCCCN1C1=NC(=NC(=C1)C)N |r| (+-)-4-[3-(2-chloro-5-morpholino-phenyl)-1,4-oxazepan-4-yl]-6-methyl-pyrimidin-2-amine